N-cyclopropyl-2-(difluoromethoxy)-4-[5-(1-ethylpyrazol-4-yl)benzimidazol-1-yl]-6-methoxy-benzamide C1(CC1)NC(C1=C(C=C(C=C1OC)N1C=NC2=C1C=CC(=C2)C=2C=NN(C2)CC)OC(F)F)=O